FC1(C(C1)C(=O)NCC=1SC(=CC1)C(CSC1=NC(=NC2=CC=C(C=C12)OC(F)(F)F)C)=O)F 2,2-difluoro-N-((5-(2-((2-methyl-6-(trifluoromethoxy)quinazolin-4-yl)thio)acetyl)thiophen-2-yl)methyl)cyclopropane-1-carboxamide